6-[2-[2-(2-aminoethoxy)ethoxy]ethylamino]-2-[2-[2-[2-[6-[2-[2-(2-aminoethoxy)ethoxy]ethylamino]-1,3-dioxo-benzo[de]isoquinolin-2-yl]ethoxy]ethoxy]ethyl]benzo[de]isoquinoline-1,3-dione NCCOCCOCCNC=1C=CC=2C(N(C(C3=CC=CC1C23)=O)CCOCCOCCN2C(C3=CC=CC=1C3=C(C2=O)C=CC1NCCOCCOCCN)=O)=O